(R)-Methyl 2-(4-(bromomethyl)-2-chlorophenoxy)propanoate BrCC1=CC(=C(O[C@@H](C(=O)OC)C)C=C1)Cl